4-(((8S,9S,11S,13S,14S,17S)-3,17-bis(Benzyloxy)-13-methyl-7,8,9,11,12,13,14,15,16,17-decahydro-6H-cyclopenta[a]phenanthren-11-yl)oxy)-2-fluorophenyl-5-(dimethylamino)-pentanamide C(C1=CC=CC=C1)OC=1C=CC=2[C@H]3[C@H](C[C@@]4([C@H](CC[C@H]4[C@@H]3CCC2C1)OCC1=CC=CC=C1)C)OC1=CC(=C(C=C1)C(C(=O)N)CCCN(C)C)F